C1(CC1)C1=CC(=NN1)NC1=NC(=NC=C1)N(C)C1CCN(CC1)C1CC1 N4-(5-cyclopropyl-1H-pyrazol-3-yl)-N2-(1-cyclopropylpiperidin-4-yl)-N2-methylpyrimidine-2,4-diamine